(2R)-1-methyl-5-oxopyrrolidine-2-carboxylic acid CN1[C@H](CCC1=O)C(=O)O